ClC1=C(C(=CC(=C1)F)F)N1C=C(C(C2=CC(=C(N=C12)N1C[C@H]([C@@H](C1)O)O)F)=O)C(=O)N[C@H](C(F)(F)F)CC 1-(2-chloro-4,6-difluorophenyl)-7-[(3R,4R)-3,4-dihydroxypyrrolidin-1-yl]-6-fluoro-4-oxo-N-[(2S)-1,1,1-trifluorobutan-2-yl]-1,4-dihydro-1,8-naphthyridine-3-carboxamide